thenyl-chlorine C1(=CC=CS1)CCl